N-(2-(ethylthio)-4-(6-Fluoro-3,4-dihydroisoquinolin-2(1H)-yl)-6-methylphenyl)-3,3-dimethylbutanamide C(C)SC1=C(C(=CC(=C1)N1CC2=CC=C(C=C2CC1)F)C)NC(CC(C)(C)C)=O